C(C)O[Si]1(N(CCC1)CCCCCC[Si](OCC)(OCC)OCC)OCC 2,2-diethoxy-N-(triethoxysilylhexyl)-1-aza-2-silacyclopentane